FC1=C(C(=CC(=C1)F)OCCOC)C=1C2=C(C(=NC1C1=NN3C(CN([C@@H](C3)C)C(=O)OC(C)(C)C)=C1)O)C=CS2 tert-butyl (R)-2-((S)-7-(2,4-difluoro-6-(2-methoxyethoxy) phenyl)-4-hydroxythieno[3,2-c]pyridin-6-yl)-6-methyl-6,7-dihydropyrazolo[1,5-a]pyrazine-5(4H)-carboxylate